C1(=CC=CC=C1)C1=CC=C(N=N1)NC=1C=C(C(=O)Cl)C=CC1 3-((6-phenylpyridazin-3-yl)amino)benzoyl chloride